N-(2-(2,6-dimethoxyphenyl)-1-methyl-1H-pyrrolo[2,3-c]pyridin-5-yl)-2-((dimethylamino)methyl)cyclopropane-1-carboxamide COC1=C(C(=CC=C1)OC)C1=CC=2C(=CN=C(C2)NC(=O)C2C(C2)CN(C)C)N1C